2-(fluoromethyl)-6-methyl-4-(4,4,5,5-tetramethyl-1,3,2-dioxaborolan-2-yl)pyridine FCC1=NC(=CC(=C1)B1OC(C(O1)(C)C)(C)C)C